(-)-6-(difluoromethyl-d)-8-((1S,2S,5R)-2-fluoro-5-hydroxycyclohexyl)-2-((1-(methylsulfonyl)piperidin-4-yl-3,3,4,5,5-d5)-amino)pyrido[2,3-d]pyrimidin-7(8H)-one FC(C1=CC2=C(N=C(N=C2)NC2(C(CN(CC2([2H])[2H])S(=O)(=O)C)([2H])[2H])[2H])N(C1=O)[C@@H]1[C@H](CC[C@H](C1)O)F)([2H])F